2-methyl-6-(3-methyl-1-benzofuran-5-yl)-N-[(1S)-1-[3-(6-methylpyridin-3-yl)phenyl]ethyl]pyrimidin CC1N(C(=CC=N1)C=1C=CC2=C(C(=CO2)C)C1)[C@@H](C)C1=CC(=CC=C1)C=1C=NC(=CC1)C